C(C)OC1CN(CCC1OC1=NC=C(C=C1)OC(C)C)C1=CC(N(C=2C=CC(=NC12)C#N)C)=O 8-(3-ethoxy-4-((5-isopropoxypyridin-2-yl)oxy)piperidin-1-yl)-5-methyl-6-oxo-5,6-dihydro-1,5-naphthyridine-2-carbonitrile